C(C)OC=1C(=NC=CC1)OC1CN(CCC1)C1=CN=CC(=N1)NC1=C(C(=NC=C1)C1=CC(=CC=C1CC(C(=O)O)(C)C)F)F 3-(6-((6-(3-((3-ethoxypyridin-2-yl)oxy)piperidin-1-yl)pyrazin-2-yl)amino-fluoropyridin-2-yl)-4-fluorophenyl)-2,2-dimethylpropanoic acid